OC1=CC=C(C=C1)\C(=C(/CC)\C1=CC=CC=C1)\C1=CC=C(C=C1)N1CCC(CC1)CN1CCN(CC1)C=1C=C2CN(C(C2=CC1)=O)C1(C(NC(CC1)=O)=O)C (E)-3-(5-(4-((1-(4-(1-(4-hydroxyphenyl)-2-phenylbut-1-en-1-yl)phenyl)piperidin-4-yl)methyl)piperazin-1-yl)-1-oxoisoindolin-2-yl)-3-methylpiperidine-2,6-dione